dimethyl 4,4-dimethyl-5-oxo-1-(m-tolyl)-4,5-dihydro-1H-pyrrole-2,3-dicarboxylate CC1(C(=C(N(C1=O)C=1C=C(C=CC1)C)C(=O)OC)C(=O)OC)C